(5R)-5-methoxy-2-[[3-methoxy-5-(4,4,5,5-tetramethyl-1,3,2-dioxaborolan-2-yl)-2-pyridyl]oxymethyl]-5,6-dihydro-4H-pyrrolo[1,2-b]pyrazole CO[C@@H]1CC=2N(N=C(C2)COC2=NC=C(C=C2OC)B2OC(C(O2)(C)C)(C)C)C1